FC(C(F)F)(OC1=C(C=CC=C1)N1NC=C(C1)C(=O)N)F 2-(1,1,2,2-tetrafluoroethoxyphenyl)-1H-pyrazole-4-carboxamide